methyl 3-(difluoromethoxy)-4-nitrobenzoate FC(OC=1C=C(C(=O)OC)C=CC1[N+](=O)[O-])F